1-(3-(6-(2-fluoro-6-methoxyphenyl)-2-methyl-2H-indazol-3-yl)-2,5-dihydro-1H-pyrrol-1-yl)prop-2-en-1-one FC1=C(C(=CC=C1)OC)C=1C=CC2=C(N(N=C2C1)C)C=1CN(CC1)C(C=C)=O